4-(1-azepinyl)-1-butylamine N1(C=CC=CC=C1)CCCCN